C(C)(SCC(COS(=O)(=O)ON1[C@@H]2CC[C@H](N(C1=O)C2)C(N)=O)(C)C)=O S-(3-(((((1R,2S,5R)-2-carbamoyl-7-oxo-1,6-diazabicyclo[3.2.1]octan-6-yl)oxy)sulfonyl)oxy)-2,2-dimethylpropyl) ethanethioate